Cl.O1C[C@H](CC1)N (S)-tetrahydrofuran-3-amine hydrochloride